[Si](C1=CC=CC=C1)(C1=CC=CC=C1)(C(C)(C)C)OC[C@@H]1CN(C(C=2N1N=C1C2CN[C@@H](C1)C)=O)[C@@H](C)C=1C=NC(=CC1)C(F)(F)F (3R,7S)-7-(((tert-butyldiphenylsilyl)oxy)methyl)-3-methyl-9-((S)-1-(6-(trifluoromethyl)pyridin-3-yl)ethyl)-1,2,3,4,8,9-hexahydropyrido[4',3':3,4]pyrazolo[1,5-a]pyrazin-10(7H)-one